N(=[N+]=[N-])CC(F)(F)S(=O)(=O)C1=NC=CC=C1 2-((2-azido-1,1-difluoroethyl)sulfonyl)pyridine